C(C)(C)(C)N(C([O-])=O)[C@H](C(N[C@@H](C[C@H]1C(NCC1)=O)C(COC1=C(C(=CC(=C1F)F)F)F)=O)=O)CC(C)C.C(CCC)O[Sb+](OCCCC)OCCCC tributoxyantimony tert-butyl-((S)-4-methyl-1-oxo-1-(((S)-3-oxo-1-((S)-2-oxopyrrolidin-3-yl)-4-(2,3,5,6-tetrafluorophenoxy)butan-2-yl)amino)pentan-2-yl)carbamate